1,5-dimethyl-4,5,6,7-tetrahydro-1H-imidazo[4,5-c]pyridine-2-formamide CN1C(=NC=2CN(CCC21)C)C(=O)N